5-((3-(4-(trifluoromethyl)phenyl)-1,2,4-oxadiazol-5-yl)amino)pyridinecarbonitrile FC(C1=CC=C(C=C1)C1=NOC(=N1)NC=1C=CC(=NC1)C#N)(F)F